Cis-propenoic acid C(C=C)(=O)O